[2-(4,4-difluoroazepan-1-yl)-6-methyl-5-(trifluoromethyl)-3-pyridyl]boronic Acid FC1(CCN(CCC1)C1=NC(=C(C=C1B(O)O)C(F)(F)F)C)F